4-(3-(4-(4-(but-3-yn-1-yl)piperazin-1-yl)-3-fluorophenyl)-2-methyl-3H-imidazo[4,5-b]pyridin-5-yl)pyridin-2-amine C(CC#C)N1CCN(CC1)C1=C(C=C(C=C1)N1C(=NC=2C1=NC(=CC2)C2=CC(=NC=C2)N)C)F